1-Benzyl 2-(1-(4-(trifluoromethyl)phenyl)prop-2-yn-1-yl) (2S)-pyrrolidine-1,2-dicarboxylate N1([C@@H](CCC1)C(=O)OC(C#C)C1=CC=C(C=C1)C(F)(F)F)C(=O)OCC1=CC=CC=C1